ClC=1C=CC=C2C(=CNC12)C1=CC=C2C(=N1)C(NC2=O)(C)C 2-(7-chloro-1H-indol-3-yl)-7,7-dimethyl-6H-pyrrolo[3,4-b]pyridin-5-one